[N+](=O)([O-])C=1C=C(N)C=CC1OC(F)(F)F 3-nitro-4-trifluoromethoxyaniline